methyl (Z)-2-(5-(5-((3-bromophenoxy)difluoromethyl)-1,2,4-oxadiazol-3-yl)-2-methylphenoxy)-3-methoxyacrylate BrC=1C=C(OC(C2=NC(=NO2)C=2C=CC(=C(O\C(\C(=O)OC)=C/OC)C2)C)(F)F)C=CC1